6-(1,3-dimethyl-1H-pyrazol-4-yl)-7-fluoro-2,3-dihydro-1H-pyrrolo[3,4-c]pyridin-1-one CN1N=C(C(=C1)C1=C(C2=C(C=N1)CNC2=O)F)C